C(C)(=O)N[C@H](CCCCN)C(=O)O N-acetyl-d-lysine